4-Amino-1-(6-aminopyridin-3-yl)-7-cyclopropyl-2-oxo-1,2-dihydroquinoline-3-carboxylic acid methyl ester COC(=O)C=1C(N(C2=CC(=CC=C2C1N)C1CC1)C=1C=NC(=CC1)N)=O